ClC=1C=C(C=CC1)[C@@H]1[C@H](C1)C(=O)NC1=CC(=NC=N1)N1C(CC(C1)O)C(=O)NC1=CC=C(C=C1)C1CC1 1-(6-((1S,2S)-2-(3-chlorophenyl)cyclopropane-1-carboxamido)pyrimidin-4-yl)-N-(4-cyclopropylphenyl)-4-hydroxypyrrolidine-2-carboxamide